3-methoxybutoxy β-mercaptopropionate SCCC(=O)OOCCC(C)OC